(2S,3R)-3-((2-aminopyridin-4-yl)methyl)-N2-(1-methyl-1H-pyrazol-3-yl)-N1-((R)-1-(3-chlorophenyl)propyl)-N2-methyl-4-oxoazetidine-1,2-dicarboxamide NC1=NC=CC(=C1)C[C@@H]1[C@H](N(C1=O)C(=O)N[C@H](CC)C1=CC(=CC=C1)Cl)C(=O)N(C)C1=NN(C=C1)C